FC1=CC(=C(C=C1)C1=CC(=CC=C1)NC(=O)C=1C(N(C=C(C1)CNCC(C)C)CC(F)(F)F)=O)C1=NN=CN1C N-(4'-Fluoro-2'-(4-methyl-4H-1,2,4-triazol-3-yl)-[1,1'-biphenyl]-3-yl)-5-((isobutylamino)methyl)-2-oxo-1-(2,2,2-trifluoroethyl)-1,2-dihydropyridine-3-carboxamide